6-[(1-acetyl-4-piperidinyl)oxy]-2-[(2R)-3-(3,4-dihydro-1H-isoquinolin-2-yl)-2-hydroxy-propyl]-3,4-dihydroisoquinolin-1-one C(C)(=O)N1CCC(CC1)OC=1C=C2CCN(C(C2=CC1)=O)C[C@@H](CN1CC2=CC=CC=C2CC1)O